ClC1=CC=C(C(=N1)C=1C=CC(=C(C=O)C1)B1OC(C(O1)(C)C)(C)C)NC(C)C=1C=C(C=C2C(C(=C(OC12)C1CC1)C)=O)C 5-[6-chloro-3-[1-(2-cyclopropyl-3,6-dimethyl-4-oxo-chromen-8-yl)ethylamino]-2-pyridyl]-2-(4,4,5,5-tetramethyl-1,3,2-dioxaborolan-2-yl)benzaldehyde